6-(cyclopropylmethoxy)-N-(6-methylpyridin-3-yl)isoquinolin-1-amine C1(CC1)COC=1C=C2C=CN=C(C2=CC1)NC=1C=NC(=CC1)C